N-(5-morpholinoquinolin-8-yl)-1H-pyrazole-4-sulfonamide O1CCN(CC1)C1=C2C=CC=NC2=C(C=C1)NS(=O)(=O)C=1C=NNC1